2-(2,7-dimethyl-2H-indazol-5-yl)-7-(1-methylpiperidin-4-yl)-4H-pyrido[1,2-a]pyrimidin CN1N=C2C(=CC(=CC2=C1)C=1N=C2N(CC1)C=C(C=C2)C2CCN(CC2)C)C